P(O)(O)O.C1(=CC=CC=C1)O.C1(=CC=CC=C1)O diphenol phosphite